CC1=C(C=CC=C1C)N1CCN(C2(CC2)C1)C(CN1N=C(C2=C1CCC2)C(=O)N2CC(C(CC2)O)F)=O 1-[7-(2,3-dimethylphenyl)-4,7-diazaspiro[2.5]octan-4-yl]-2-[3-(3-fluoro-4-hydroxy-piperidine-1-carbonyl)-5,6-dihydro-4H-cyclopenta[c]pyrazol-1-yl]ethanone